[Sn].[Cu] copper-stannum